tert-Butyl 1-isopropyl-3-methyl-7-oxo-1,4,6,7-tetrahydrospiro[indazole-5,4'-piperidine]-1'-carboxylate C(C)(C)N1N=C(C=2CC3(CCN(CC3)C(=O)OC(C)(C)C)CC(C12)=O)C